2,4-Bis(benzyloxy)-8-[(2S,3S,4R)-2,3,4,5-tetrakis(benzyloxy)pentyl]-5,8-dihydropteridine-6,7-dione C(C1=CC=CC=C1)OC1=NC=2N(C(C(NC2C(=N1)OCC1=CC=CC=C1)=O)=O)C[C@@H]([C@@H]([C@@H](COCC1=CC=CC=C1)OCC1=CC=CC=C1)OCC1=CC=CC=C1)OCC1=CC=CC=C1